FC1(CN(CC1)C1CC2(CN(C2)C2=CC(=C3C(=N2)C(=CS3)C(=O)NC)C(F)(F)F)OC1)F 5-[6-(3,3-difluoropyrrolidin-1-yl)-8-oxa-2-azaspiro[3.4]oct-2-yl]-N-methyl-7-(trifluoromethyl)thieno[3,2-b]pyridine-3-carboxamide